N1(C=CC2=CC=CC=C12)C1=NC(=NC=C1NC)NC=1C=C(C(=CC1OC)N(C)CCN(C)C)N N4-(4-(1H-indol-1-yl)-5-(methylamino)pyrimidin-2-yl)-N1-(2-(dimethylamino)ethyl)-5-methoxy-N1-methylbenzene-1,2,4-triamine